methyl-oxadiazole formate C(=O)O.CC=1N=NOC1